CC1([C@@H](CC2=CC=CC=C12)NC=1C=CC(=NC1)[C@H](C(F)(F)F)N(C(=O)C1N(CC(NC1)=O)C)C)C N-((R)-1-(5-(((R)-1,1-dimethyl-2,3-dihydro-1H-inden-2-yl)amino)pyridin-2-yl)-2,2,2-trifluoroethyl)-N,1-dimethyl-5-oxopiperazine-2-carboxamide